ClC=1C=C(C=C(C1N1CCOCC1)C#N)N(C1=CC=C(C=C1)C=1C=C2N=CC(=NC2=CC1)NS(=O)(=O)C)CC(F)(F)F N-(6-(4-((3-chloro-5-cyano-4-morpholinophenyl)(2,2,2-trifluoroethyl)amino)phenyl)quinoxalin-2-yl)methanesulfonamide